(S)-2-((4-(6-(([1,2,4]triazolo[1,5-a]pyridin-8-yl)methoxy)pyridine-2-yl)piperidin-1-yl)methyl)-1-((oxetan-2-yl)methyl)-1H-benzo[d]imidazole-6-carboxylic acid N=1C=NN2C1C(=CC=C2)COC2=CC=CC(=N2)C2CCN(CC2)CC2=NC1=C(N2C[C@H]2OCC2)C=C(C=C1)C(=O)O